C(C)(C)(C)[S@@](=O)N([C@H](C)C1=NC=C(C(=C1)B(O)O)C)CC (2-((R)-1-(((R)-tert-butylsulfinyl)(ethyl)amino)ethyl)-5-methylpyridin-4-yl)boronic acid